C(#N)[C@H]1N(CSC1)C(CNC(=O)C1=CC=NC2=CC=C(C=C12)N1CC(C1)C(F)F)=O (R)-N-(2-(4-Cyanothiazolidin-3-yl)-2-oxoethyl)-6-(3-(difluoromethyl)azetidin-1-yl)quinoline-4-carboxamide